2-(3-bromo-2-(chloromethyl)phenylthio)ethylamine hydrochloride Cl.BrC=1C(=C(C=CC1)SCCN)CCl